FC1(CN(CC1)CC1=CC=C(C=C1)CN)F {4-[(3,3-difluoropyrrolidin-1-yl)methyl]phenyl}methylamine